tert-butyl 7-formyl-1,4-oxazepane-4-carboxylate C(=O)C1CCN(CCO1)C(=O)OC(C)(C)C